3,3'-(propane-2,2-diylbis(sulfanediyl))dipropyl alcohol CC(C)(SCCCO)SCCCO